1-(3-acetylphenyl)-3-(2-hydroxy-3-(2-methoxyethyl)-4-oxo-3,4-dihydroquinazolin-6-yl)urea C(C)(=O)C=1C=C(C=CC1)NC(=O)NC=1C=C2C(N(C(=NC2=CC1)O)CCOC)=O